O[C@@]1(C(N(CC1)C)=O)C=1N=CN(C1)C=1C=C(C=CC1)C1=NC2=CC=CC=C2C(=N1)C(=O)OCC (R,S)-Ethyl 2-(3-(4-(3-hydroxy-1-methyl-2-oxopyrrolidin-3-yl)-1H-imidazol-1-yl)phenyl)quinazoline-4-carboxylate